CN1CC(C1)N1N=CC(=C1)C=1N=CC=2N(C1)N=CC2C#N 6-(1-(1-methylazetidin-3-yl)-1H-pyrazol-4-yl)pyrazolo[1,5-a]pyrazine-3-carbonitrile